(R,E)-N-(2-(benzyloxy)ethylidene)-2-methylpropane-2-sulfinamide C(C1=CC=CC=C1)OC\C=N\[S@](=O)C(C)(C)C